FC(C1=C(C(=O)OC)C=CC(=C1)O)F methyl 2-(difluoromethyl)-4-hydroxybenzoate